ClC1=C(C=CC=C1Cl)N1CCN(CC1)CCCCC1=C(C=CC2=C1NC(O2)=O)C(=O)N 4-[4-(2,3-dichlorophenyl)piperazinyl]Butyl-benzoOxazolin-2-one-5-carboxamide